3-amino-5-(alpha-aminoethyl)furan NC1=COC(=C1)C(C)N